(S)-4-Bromo-N-(1-(3,3-difluoropiperidin-1-yl)-3-methylbutan-2-yl)-N-methyl-benzamide BrC1=CC=C(C(=O)N(C)[C@H](CN2CC(CCC2)(F)F)C(C)C)C=C1